N1-((S)-4-methyl-1-oxo-1-(((S)-3-oxo-1-((S)-2-oxopyrrolidin-3-yl)-4-(2,3,5,6-tetrafluorophenoxy)butan-2-yl)amino)pentan-2-yl)-N2-phenethyloxalamide CC(C[C@@H](C(N[C@@H](C[C@H]1C(NCC1)=O)C(COC1=C(C(=CC(=C1F)F)F)F)=O)=O)NC(C(=O)NCCC1=CC=CC=C1)=O)C